ClC=1C=C2C(=CN=C(C2=CN1)OCC(F)(F)F)[C@@](C)(CC)O (R)-2-(6-Chloro-1-(2,2,2-trifluoroethoxy)-2,7-naphthyridin-4-yl)butan-2-ol